(R)-3-fluoro-4-((4-(1-(2-hydroxy-2-methylbutyl)-1H-pyrazol-4-yl)-5-(trifluoromethyl)pyrimidin-2-yl)amino)benzenesulfonamide FC=1C=C(C=CC1NC1=NC=C(C(=N1)C=1C=NN(C1)C[C@](CC)(C)O)C(F)(F)F)S(=O)(=O)N